Cl.C1(=CC=CC=C1)S(=O)(=O)C=1C=CC(=C(C1)S(=O)(=O)NC1CCNCC1)C(F)(F)F 5-(benzenesulfonyl)-N-piperidine-4-yl-2-(trifluoromethyl)benzenesulfonamide hydrochloride